C(CNC(=O)C1=CC=CC=C1)(=S)O Thiohippuric Acid